N-ethyl-5-fluoro-N-isopropyl-2-((5-(7-((1S,3S,4R)-5-methylene-2-azabicyclo[2.2.2]octane-3-carbonyl)-2,7-diazaspiro[3.5]nonan-2-yl)-1,2,4-triazin-6-yl)oxy)benzamide C(C)N(C(C1=C(C=CC(=C1)F)OC1=C(N=CN=N1)N1CC2(C1)CCN(CC2)C(=O)[C@H]2N[C@@H]1CC([C@H]2CC1)=C)=O)C(C)C